NC=1C=2N(C3=CC(=C(C=C3N1)F)C(=O)N1[C@@H]3[C@H](O[C@@H](C1)C)CC=1C=C(C=CC13)C(F)(F)F)C=NC2 (4-amino-7-fluoroimidazo[1,5-a]quinoxalin-8-yl)((2R,4aS,9aR)-2-methyl-7-(trifluoromethyl)-2,3,9,9a-tetrahydroindeno[2,1-b][1,4]oxazin-4(4aH)-yl)methanone